ClC=1C=C(C=CC1)CCN1C[C@]([C@@H](C1)COC1=CC=C(C=C1)S(=O)(=O)C)(O)C |r| rac-trans-1-[2-(3-chlorophenyl)ethyl]-4-[(4-methylsulfonylphenoxy)methyl]-3-methylpyrrolidin-3-ol